[Y].F[C@H]1C[C@H](N2N=C(N=C21)N2N=CC1=CC=CC=C21)C2=CC=CC=C2 1-[(5s,7s)-7-fluoro-5-phenyl-6,7-dihydro-5H-pyrrolo[1,2-b][1,2,4]triazol-2-yl]indazole yttrium